trifluoromethyl-N-(4-fluorophenyl)acetyl-hydrazono chloride FC(F)(F)N(N(Cl)Cl)C(CC1=CC=C(C=C1)F)=O